8-Bromo-2,4-difluoro-9-(4-((1-(3-fluoropropyl)azetidin-3-yl)methyl)phenyl)-6,7-dihydro-5H-benzo[7]annulen-3-yl pivalate C(C(C)(C)C)(=O)OC1=C(C2=C(C(=C(CCC2)Br)C2=CC=C(C=C2)CC2CN(C2)CCCF)C=C1F)F